3-(fluoromethyl)-3'-methyl-1',11'-dioxo-1',11'-dihydro-3'H,4H,7'H-spiro[isoxazole-5,6'-[2,7]methanopyrido[1,2-a][1,4]diazonine]-10'-carboxamide FCC1=NOC2(C=CC(N3C(C=4N(C2C3)C=C(C(C4)=O)C(=O)N)=O)C)C1